COC[C@H]1C[C@@H](CN1)N1N=CC(=C1)C(=O)N 1-[(3S,5R)-5-(methoxymethyl)pyrrolidin-3-yl]Pyrazole-4-carboxamide